O1CC(C1)C1=CC(=NO1)C(=O)NC1C[C@H]2CC[C@@H](C1)N2S(=O)(=O)CC2CCC(CC2)NCC2=CC=C(C=C2)C(F)(F)F 5-(Oxetan-3-yl)-N-((1R,3R,5S)-8-((((1r,4R)-4-((4-(trifluoromethyl)benzyl)amino)cyclohexyl)methyl)sulfonyl)-8-azabicyclo[3.2.1]octan-3-yl)isoxazole-3-carboxamide